[4-(trifluoromethyl)-3-thienyl]Boric acid FC(C=1C(=CSC1)OB(O)O)(F)F